P(=O)(OS(=O)(=O)C(F)(F)F)(OS(=O)(=O)C(F)(F)F)[O-].[Li+] lithium bis(trifluoromethanesulfonyl) phosphate